2'-Chloro-N-(5-(4-chloro-6-methoxy-picolinoyl)-5,6-dihydro-4H-pyrrolo[3,4-d]thiazol-2-yl)-5'-methoxy-6-methyl-[4,4'-bipyridine]-3-carboxamide ClC1=NC=C(C(=C1)C1=C(C=NC(=C1)C)C(=O)NC=1SC2=C(N1)CN(C2)C(C2=NC(=CC(=C2)Cl)OC)=O)OC